COC1=C(C=CC(=C1)OC)CN(CC(=O)OCC)C(=O)C=1SC=C2OCCCC(C21)=O ethyl 2-[(2,4-dimethoxyphenyl)methyl-(5-oxo-3,4-dihydro-2H-thieno[3,4-b]oxepine-6-carbonyl)amino]acetate